NC1=C(C=CC(=C1)C(F)(F)F)NC(=O)C1=NC=CC=C1 N-(2-amino-4-(trifluoromethyl)phenyl)pyridine-2-carboxamide